METHYL (3R)-3-AMINO-3-(3-FORMYL-2-HYDROXY-5-METHYLPHENYL)PROPANOATE N[C@H](CC(=O)OC)C1=C(C(=CC(=C1)C)C=O)O